2-(6-chloro-7-((5-isopropyl-6-oxo-1,6-dihydropyridazin-3-yl)oxy)-2,3-dihydro-1H-inden-4-yl)-3,5-dioxo-2,3,4,5-tetrahydro-1,2,4-triazine-6-carbonitrile ClC1=CC(=C2CCCC2=C1OC1=NNC(C(=C1)C(C)C)=O)N1N=C(C(NC1=O)=O)C#N